NC1=NC=NN2C1=CC=C2[C@@]2(O[C@@H]([C@@H]1[C@H]2OC(O1)(C)C)COP(=O)(OC1=CC=CC=C1)N[C@@H](C)C(=O)OCC(CC)CC)C#N 2-ethylbutyl ((((3aR,4R,6R,6aR)-6-(4-aminopyrrolo[2,1-f][1,2,4]triazin-7-yl)-6-cyano-2,2-dimethyltetrahydrofuro[3,4-d][1,3]dioxol-4-yl)methoxy)(phenoxy)phosphoryl)-L-alaninate